(3R*,3aS*,6R*,7R*,7aS*)-7-benzyl-N,1-diisobutyl-5-oxooctahydro-3aH-3,6-methanopyrrolo[3,2-b]pyridine-3a-carboxamide C(C1=CC=CC=C1)[C@H]1[C@H]2[C@]3(NC([C@@H]1C[C@@H]3CN2CC(C)C)=O)C(=O)NCC(C)C |o1:7,8,9,12,14|